IC=1C=C(C=CC1)C1=NC=C2C=CN=C(C2=C1)N 7-(3-iodophenyl)-2,6-naphthyridin-1-amine